C[SiH](C)[Hf](C1C=CC2=CC=3CCCC3C=C12)C1C=CC=2C3=C(C=CC12)C=CC=C3 Rac-dimethylsilyl-(benz[e]inden-3-yl)(1,5,6,7-tetrahydro-s-indacenyl)hafnium